(aminomethyl)-1-methyl-1H-pyrazole-3-carboxamide NCC=1C(=NN(C1)C)C(=O)N